2-(aminomethyl)-N-(1-(3-chloro-5-(thiophen-2-yl)phenyl)cyclopropyl)benzamide hydrochloride Cl.NCC1=C(C(=O)NC2(CC2)C2=CC(=CC(=C2)C=2SC=CC2)Cl)C=CC=C1